5-Chloro-2-(2-fluoro-4-(4,4,5,5-tetramethyl-1,3,2-dioxaborolan-2-yl)phenoxy)pyridine-6-d ClC=1C=CC(=NC1[2H])OC1=C(C=C(C=C1)B1OC(C(O1)(C)C)(C)C)F